C(C1=CC=CC=C1)[C@@H]1OCCN(C1)C1=CC=C(C=C1)N1N=NC2=C1C(=C(C(=C2)F)O)F (S)-1-(4-(2-Benzylmorpholino)phenyl)-5,7-difluoro-1H-benzo[d][1,2,3]triazol-6-ol